O=S1(N(CC(N1)=O)C1=C(C=C(C=C1O)NC(=O)NC12CC3CC(CC(C1)C3)C2)F)=O 1-[4-(1,1-dioxido-4-oxo-1,2,5-thiadiazolidin-2-yl)-3-fluoro-5-hydroxyphenyl]-3-tricyclo[3.3.1.13,7]dec-1-ylurea